C(=C)[Si](OCCOC)(OCCOC)OCCOC (vinyl)(tris(methoxyethoxy))silane